[C@@H](C)(CC)N1C=C(C=CC1=O)C=1C=NC=C(C1)C=1C=C2CC(N(C2=CC1)C)=O (R)-5-(1'-(sec-butyl)-6'-oxo-1',6'-dihydro-[3,3'-bipyridin]-5-yl)-1-methylindolin-2-one